C(C)OC1=C(O[C@H]2CN(CCC2)C2=CN=CC(=N2)NC(CCC2=CC=C(C=C2)C(C(=O)O)(C)C)=O)C=CC=C1 (R)-2-(4-(3-((6-(3-(2-ethoxyphenoxy)piperidin-1-yl)pyrazin-2-yl)amino)-3-oxopropyl)phenyl)-2-methylpropanoic acid